BrC=1C(=CC(=C2CN(CC12)C(C[C@H](C)C(=O)O)=O)Cl)OC 7-bromo-2-((S)-3-carboxybutanoyl)-4-chloro-6-methoxyisoindolin